ClC=1C=NC(=C(C(=O)NC2CCC(CC2)CN2C(N(C3=C2C=CC=C3)C3=C(C=CC(=C3)N(C)C)C#N)=O)C1)C 5-chloro-N-((1r,4r)-4-((3-(2-cyano-5-(dimethylamino)phenyl)-2-oxo-2,3-dihydro-1H-benzo[d]imidazol-1-yl)methyl)cyclohexyl)-2-methylnicotinamide